C1(CCCC1)[C@@H]1N(C[C@H](CC1)C)C(C(=O)NC=1C=C(C(=NC1)OC)C(=O)N)=O 5-[[2-[(2R,5S)-2-cyclopentyl-5-methyl-1-piperidyl]-2-oxo-acetyl]amino]-2-methoxy-pyridine-3-carboxamide